(1-methyl-3-(1-t-butylcyclopentyl)cyclopentadienyl)zirconium dichloride [Cl-].[Cl-].CC1(C=C(C=C1)C1(CCCC1)C(C)(C)C)[Zr+2]